C(=O)C1=CN(C2=C1C=NC=C2)C(=O)OC(C)(C)C tert-Butyl 3-formyl-1H-pyrrolo[3,2-c]pyridine-1-carboxylate